C1(=CC=CC=C1)C[C@H](OC1OCCCC1)C=1C=C(C=CC1)CCO 2-(3-((1S)-2-phenyl-1-((tetrahydro-2H-pyran-2-yl)oxy)ethyl)phenyl)ethan-1-ol